ClC(C)OC(=O)N(C1=NC=CC=C1COC(CN(C)C(=O)OC(C)(C)C)=O)C (2-(((1-chloroethoxy)carbonyl) (methyl) amino)pyridin-3-yl)methyl-2-((tert-butoxycarbonyl)(methyl)amino)acetate